CC1=NC=CC2=C1N(C1=CC(=CC=C21)O)CC(C)N2CCOCC2 1-methyl-9-(2-morpholinopropyl)-9H-pyrido[3,4-b]indol-7-ol